ClC=1C=C(C(=O)NC=2C=C3C(=CN(C3=CC2)C(C)C)C#N)C=CN1 2-chloro-N-(3-cyano-1-isopropyl-1H-indol-5-yl)isonicotinamide